ClC=1C=CC(=NC1Cl)N 5,6-dichloropyridin-2-amine